C(=CC)N1CCC(CC1)N1CCN(CC1)C=1C=2N(C=C(C1)C=1C=NN(C1)C)N=CC2C#N 4-(4-(1-propenylpiperidin-4-yl)piperazin-1-yl)-6-(1-methyl-1H-pyrazol-4-yl)pyrazolo[1,5-a]pyridine-3-carbonitrile